ONC(=O)C=1C=CC2=CN(N=C2C1)CC1=CC=C(C=C1)Cl 2-(4-Chlorobenzyl)-2H-indazole-6-carboxylic acid hydroxyamide